C(C1=CC=CC=C1)O[C@H]([C@@H](NC(=O)OC(C)(C)C)C(=O)O)C O-benzyl-N-(tert-butoxycarbonyl)-D-threonine